{2-[({5-[5-(trifluoromethyl)-1,2,4-oxadiazol-3-yl]pyridin-2-yl}methyl)amino]pyridin-4-yl}methanol FC(C1=NC(=NO1)C=1C=CC(=NC1)CNC1=NC=CC(=C1)CO)(F)F